2-methyl-2-((trimethylsilyl)oxy)propionitrile CC(C#N)(C)O[Si](C)(C)C